C1CCCC=C1 1,3-dihydrobenzene